COC(C(=O)O)(CCC)C 2-METHOXY-2-METHYLPENTANOIC ACID